allyl 2-(piperazin-1-yl)acetate N1(CCNCC1)CC(=O)OCC=C